methoxyphenylcarbodiimide CON=C=NC1=CC=CC=C1